SCCCC[Si](OCC)(C)C mercaptopropyl-trimethyl-(ethoxy)silane